6-(1-methyl-2-carbonyl-1,2,3,4-tetrahydroquinolin-6-yl)-1,3,3a,4,5,9b-hexahydro-2H-pyrrolo[3,2-h]isoquinolin-2-one CN1C(CCC2=CC(=CC=C12)C1=CN=CC=2C3C(CCC12)CC(N3)=O)=C=O